C1CCC2=C(C=3CCCC3C=C12)NC=1OC(CN1)(C(=O)OCC)C1CCOCC1 ethyl 2-((1,2,3,5,6,7-hexahydro-s-indacen-4-yl)amino)-5-(tetrahydro-2H-pyran-4-yl)-4,5-dihydrooxazole-5-carboxylate